7-bromo-1,1-dimethylisochroman-4-one BrC1=CC=C2C(COC(C2=C1)(C)C)=O